N1=C(C=CC=C1)C#CC=1C=C(C=CC1)NC(C1=CC=C(C=C1)NC(C(F)(F)F)=O)=O N-(3-(PYRIDIN-2-YLETHYNYL)PHENYL)-4-(2,2,2-TRIFLUOROACETAMIDO)BENZAMIDE